CC(CCC(C)=O)CC1=CC=C(C=C1)C 5-methyl-6-(p-tolyl)hexan-2-one